1-Butyl-2-isopropyl-N-(2,3,5,6-tetrafluorophenyl)-1H-benzo[d]imidazol-4-amine C(CCC)N1C(=NC2=C1C=CC=C2NC2=C(C(=CC(=C2F)F)F)F)C(C)C